(2R,3S,5R)-5-(6-amino-2-fluoro-9H-purin-9-yl)-2-ethynyl-2-((pentanoyloxy)methyl)tetrahydrofuran-3-yl heptanoate C(CCCCCC)(=O)O[C@@H]1[C@](O[C@H](C1)N1C2=NC(=NC(=C2N=C1)N)F)(COC(CCCC)=O)C#C